[4-methyl-3-[[1-[(2-methylpropan-2-yl)oxycarbonylamino]cyclopropyl]methoxy]-6,7-dihydro-5H-cyclopenta[c]pyridin-6-yl]methyl 4-methylbenzenesulfonate CC1=CC=C(C=C1)S(=O)(=O)OCC1CC2=C(C=NC(=C2C)OCC2(CC2)NC(=O)OC(C)(C)C)C1